tert-butyl 3-(2,4-dioxo-3,4-dihydropyrimidin-1(2H)-yl)-4,4-difluoropiperidine-1-carboxylate O=C1N(C=CC(N1)=O)C1CN(CCC1(F)F)C(=O)OC(C)(C)C